OCCN(C=1C=C(C#N)C=CC1)CCO 3-[bis(2-hydroxyethyl)amino]benzonitrile